tert-butyl N-{6-bromo-5-[(2S)-2-[(tert-butoxycarbonyl)amino]propyl]thieno[3,2-c][1,2]thiazol-3-yl}-N-(furan-2-ylmethyl)carbamate BrC1=C(SC=2C1=NSC2N(C(OC(C)(C)C)=O)CC=2OC=CC2)C[C@H](C)NC(=O)OC(C)(C)C